[N+](=O)([O-])C=1C=CC(=C(C(=O)[O-])C1)OC1=NC=C(C=N1)Br 5-nitro-2-[(5-bromo-2-pyrimidinyl)oxy]benzoate